4-(2,6-dimethoxyphenyl)-2-(naphthalen-1-yl)-5-phenyloxazole COC1=C(C(=CC=C1)OC)C=1N=C(OC1C1=CC=CC=C1)C1=CC=CC2=CC=CC=C12